FC=1C(=C2C=C(NC2=CC1)C(=O)N)OC 5-fluoro-4-methoxy-1H-indole-2-carboxamide